BrC1=C(C=C(C(=C1)Br)OC)S(=O)(=O)NC(CNC1=CC=CC=C1)(CCCC)C 2,4-dibromo-5-methoxy-N-(2-methyl-1-(phenylamino)hex-2-yl)benzenesulfonamide